FC=1C=CC=C2C(=CC(=NC12)C)C(C)C 8-fluoro-4-isopropyl-2-methylquinolin